Cl.[N+](=O)(O)[O-] nitric acid, hydrochloride